3,6-dimethyl-5-nitropyrimidine-2,4(1H,3H)-dione CN1C(NC(=C(C1=O)[N+](=O)[O-])C)=O